(1R,2R)-N-(7-chloro-6-(1-((3S,4S)-4-hydroxy-3-methyltetrahydrofuran-3-yl)piperidin-4-yl)isoquinolin-3-yl)-2-(2-fluoropropan-2-yl)cyclopropane-1-carboxamide ClC1=C(C=C2C=C(N=CC2=C1)NC(=O)[C@H]1[C@@H](C1)C(C)(C)F)C1CCN(CC1)[C@]1(COC[C@H]1O)C